4-(azetidin-1-yl)-6-bromoquinazoline N1(CCC1)C1=NC=NC2=CC=C(C=C12)Br